(R)-2-methyl-2-(6-(3-methylmorpholino)-1-(1H-pyrazol-3-yl)-1H-pyrazolo[3,4-b]pyridin-4-yl)propanamide CC(C(=O)N)(C)C1=C2C(=NC(=C1)N1[C@@H](COCC1)C)N(N=C2)C2=NNC=C2